tert-butyl 3-(1-(4-methoxybenzyl)-4-nitro-1H-pyrazol-5-yl)-7-methyl-6,7-dihydropyrazolo[1,5-a]pyrimidine-4(5H)-carboxylate COC1=CC=C(CN2N=CC(=C2C=2C=NN3C2N(CCC3C)C(=O)OC(C)(C)C)[N+](=O)[O-])C=C1